OC(CNC1=CC=C(C=C1)SC)C1=CNC(O1)=S 5-[1-hydroxy-2-(4-methylthiophenylamino)ethyl]-1,3-oxazole-2(3H)-thione